(2R,3S)-2-{[(tert-butoxy)carbonyl]amino}-3-(2-chloro-3-fluoro-4-nitrophenyl)butanoic acid C(C)(C)(C)OC(=O)N[C@@H](C(=O)O)[C@@H](C)C1=C(C(=C(C=C1)[N+](=O)[O-])F)Cl